(2-chloroethyl)diethyleneglycol ClCCC(COCCO)O